2-ethylhexyl Ether sulfate S(=O)(=O)(O)O.C(C)C(COCC(CCCC)CC)CCCC